S1C(=NC2=C1C=CC=C2)C2=C(C(=CC(=C2N2N=CC(=C2)[N+](=O)[O-])OC)OC2=C(C=C(C=C2)OC)C=2SC1=C(N2)C=CC=C1)O (benzo[d]thiazole-2-yl)-6-(2-(benzo[d]thiazole-2-yl)-4-methoxyphenoxy)-3-(4-nitro-1H-pyrazol-1-yl)-4-methoxyphenol